bismuth neononanoate C(CCCCC(C)(C)C)(=O)[O-].[Bi+3].C(CCCCC(C)(C)C)(=O)[O-].C(CCCCC(C)(C)C)(=O)[O-]